(R)-5-(methylcarbamoyl)-6-oxo-1-(1-phenylethyl)-1,6-dihydropyridine-3-carboxylic acid CNC(=O)C1=CC(=CN(C1=O)[C@H](C)C1=CC=CC=C1)C(=O)O